6,6-dimethyl-3-((7-(2-methyl-3-(((S)-piperidin-3-yl)oxy)-6-(trifluoromethyl)pyridin-4-yl)thieno[3,2-b]pyridin-2-yl)methyl)-3-azabicyclo[3.1.0]hexane-2,4-dione CC1(C2C(N(C(C12)=O)CC1=CC2=NC=CC(=C2S1)C1=C(C(=NC(=C1)C(F)(F)F)C)O[C@@H]1CNCCC1)=O)C